OC1=NC(=NC(=N1)OC)OC 2-hydroxy-4,6-dimethoxy-s-triazine